COC(C(C(C)C)C1=C(C(=NO1)OCC(OCC)OCC)F)=O [3-(2,2-diethoxyethoxy)-4-fluoro-isoxazol-5-yl]-3-methyl-butyric acid methyl ester